C(C)(C)(C)OC(=O)C=1OC=CC(C1N)CC1=C(C=C(C=C1F)F)F (2,4,6-trifluorobenzyl)-amino-4H-pyran-2-carboxylic acid tert-butyl ester